C(C)N(CC)[Si](OC(C)C)(OC(C)C)OC(C)C diethylaminotriisopropoxysilane